3-carboxy-3-hydroxypentane-1,5-dioic acid C(=O)(O)C(CC(=O)O)(CC(=O)O)O